3-chloro-N-(1-(5-(3-cyano-6-ethoxypyrazolo[1,5-a]pyridin-4-yl)pyridin-2-yl)-4-((4-ethylpiperazin-1-yl)methyl)piperidin-4-yl)picolinamide ClC=1C(=NC=CC1)C(=O)NC1(CCN(CC1)C1=NC=C(C=C1)C=1C=2N(C=C(C1)OCC)N=CC2C#N)CN2CCN(CC2)CC